C(=C)C1=CC=C(C=C1)[Si](O[Si](C)(C)C)(O[Si](C)(C)C)O[Si](C)(C)C p-vinylphenyltris(trimethylsiloxy)-silane